COC(=O)[C@@]1(NC=CC(=C1)F)CC(=C)CCl (2R,4R)-2-(2-(chloromethyl)allyl)-4-fluoropyridine-2-carboxylic acid methyl ester